(S)-tert-Butyl (4-(3-chloro-8-(prop-1-yn-1-yl)dibenzo[b,d]thiophen-2-yl)-1,4-dimethyl-6-oxo-1,4,5,6-tetrahydropyrimidin-2-yl)carbamate ClC=1C(=CC2=C(SC3=C2C=C(C=C3)C#CC)C1)[C@]1(N=C(N(C(C1)=O)C)NC(OC(C)(C)C)=O)C